tert-Butyl (2-(4'-cyano-2'-((2-methyl-6-morpholinopyrimidin-4-yl)amino)-[1,1'-biphenyl]-4-yl)-2-oxoethyl)carbamate C(#N)C1=CC(=C(C=C1)C1=CC=C(C=C1)C(CNC(OC(C)(C)C)=O)=O)NC1=NC(=NC(=C1)N1CCOCC1)C